ClC1=C(C=CC=C1F)[C@@H]1N(OCC1)C1=CC(=NC=N1)NC=1C(=CC(=C(C1)NC(C=C)=O)N1CCC(CC1)N1CC2CCC(C1)N2C2CC2)OC N-(5-((6-((R)-3-(2-chloro-3-fluorophenyl)isoxazolidine-2-yl)pyrimidine-4-yl)amino)-2-(4-(8-cyclopropyl-3,8-diazabicyclo[3.2.1]octan-3-yl)piperidine-1-yl)-4-methoxyphenyl)acrylamide